OC(C(=O)OC1CN(CCC1)CC1=CC=CC=C1)(C1=CC=CC=C1)C1=CC=CC=C1 1-benzylpiperidin-3-yl 2-hydroxy-2,2-diphenylacetate